C(C)OC(C(NC1=CC=C(C=C1)OC)C1=C(C=C(C=C1C)N(C)C)C)=O 2-(4-(dimethylamino)-2,6-dimethylphenyl)-2-((4-methoxyphenyl)amino)acetic acid ethyl ester